C(C1=CC=CC=C1)(=O)ON(CC1=C(C=C(C=C1)F)C)CC1=CC=CC=C1 O-benzoyl-N-benzyl-N-(4-fluoro-2-methylbenzyl)hydroxylamine